4-chloro-7-nitro-1-(2,2,2-trifluoroethyl)-1H-indazol-3-amine ClC1=C2C(=NN(C2=C(C=C1)[N+](=O)[O-])CC(F)(F)F)N